N1N=C(C=C1)CCNC(=O)C1=CC(=NN1[C@@H](C)C1=CC=CC=C1)C(=O)NC (S)-N5-(2-(1H-Pyrazol-3-yl)ethyl)-N3-methyl-1-(1-phenylethyl)-1H-pyrazole-3,5-dicarboxamide